C(COCCCOCCO)O 3,7-dioxanonan-1,9-diol